methyl 4-amino-1-(3-hydroxy-2,3-dihydro-1H-inden-5-yl)-2-oxo-7-(trifluoromethyl)-1,2-dihydroquinoline-3-carboxylate NC1=C(C(N(C2=CC(=CC=C12)C(F)(F)F)C=1C=C2C(CCC2=CC1)O)=O)C(=O)OC